(3-fluorophenyl)-4-phenyl-2-((1-phenylethyl)thio)-1H-imidazole FC=1C=C(C=CC1)N1C(=NC(=C1)C1=CC=CC=C1)SC(C)C1=CC=CC=C1